C(=C)C1=C(N2C(CC2SC1)=O)C(=O)O 3-vinyl-8-oxo-5-thia-1-azabicyclo[4.2.0]oct-2-ene-2-carboxylic acid